3-ethyl-2-hydroxy-4-methylcyclopent-2-en-1-one C(C)C1=C(C(CC1C)=O)O